O=C1NC=C(C(N1)=O)C=1C=C(C=2N(N1)C=CN2)[C@@H]2[C@H](C2)C=2C=CC(=C(C#N)C2)C(F)(F)F 5-((1S,2S)-2-(6-(2,4-dioxo-1,2,3,4-tetrahydropyrimidin-5-yl)imidazo[1,2-b]pyridazin-8-yl)cyclopropyl)-2-(trifluoromethyl)benzonitrile